3,4-epoxytricyclo[5.2.1.02,6]decane C12C3C4C(CC3C(CC1)C2)O4